N-(2-(1H-pyrrol-1-yl)phenyl)-4-(3-(piperidin-1-yl)propoxy)benzamide N1(C=CC=C1)C1=C(C=CC=C1)NC(C1=CC=C(C=C1)OCCCN1CCCCC1)=O